2-(4-(4-(aminomethyl)-8-methyl-1-oxo-1,2-dihydrophthalazin-6-yl)-1-methyl-1H-pyrazol-5-yl)-6-ethylbenzonitrile NCC1=NNC(C2=C(C=C(C=C12)C=1C=NN(C1C1=C(C#N)C(=CC=C1)CC)C)C)=O